NC(C(=O)SCCNC(CCNC([C@@H](C(COP(OP(OC[C@@H]1[C@H]([C@H]([C@@H](O1)N1C=NC=2C(N)=NC=NC12)O)OP(=O)(O)O)(=O)O)(=O)O)(C)C)O)=O)=O)C(=O)O aminomalonyl-CoA